O1CCN(CC1)C1=NC(=NC(=C1)N1N=C(C=C1)C=1C=C(C=CC1)C)OC[C@@H](O)C1=CC=CC=C1 (S)-2-((4-morpholino-6-(3-(m-tolyl)-1H-pyrazol-1-yl)pyrimidin-2-yl)oxy)-1-phenylethan-1-ol